(5-amino-2-bromo-phenyl)methanol NC=1C=CC(=C(C1)CO)Br